2-(7-fluoro-2-methylindazol-5-yl)imidazole FC1=CC(=CC2=CN(N=C12)C)C=1NC=CN1